glycyl-N-methylglycyl-L-alpha-asparaginyl-L-prolyl-L-valyl-trifluoroacetate NCC(=O)N(CC(=O)N[C@@H](CC(=O)N1[C@@H](CCC1)C(=O)N[C@@H](C(C)C)C(=O)OC(C(F)(F)F)=O)C(N)=O)C